C(C(C)C)N Iso-butyl-amine